benzo[d]imidazole-7-carboxylate N1=CNC2=C1C(=CC=C2)C(=O)[O-]